ClC1=C(COC[C@@H]2[C@H]([C@](C(O2)O)(O)C#C)OCC2=C(C=C(C=C2)Cl)Cl)C=CC(=C1)Cl (3r,4r,5r)-5-(2,4-dichlorobenzyloxymethyl)-4-(2,4-dichlorobenzyloxy)-3-ethynyl-tetrahydrofuran-2,3-diol